ClC=1C=C(C=CC1)NC1=NC=CC2=C(C(=CC=C12)C)NC(=O)C=1C=CC=C2C(=NC=NC12)NCC1=C(C=C(C=C1)OC)OC N-(1-((3-chlorophenyl)amino)-6-methylisoquinolin-5-yl)-4-((2,4-dimethoxybenzyl)amino)quinazoline-8-carboxamide